C1CCC2CCCCC2C1 (4aS,8aS)-decahydronaphthalene